(S)-N,N-diisopropyl-3-(2-hydroxy-5-hydroxymethylphenyl)-3-phenylpropanamine C(C)(C)N(CC[C@@H](C1=CC=CC=C1)C1=C(C=CC(=C1)CO)O)C(C)C